C1(=CC=CC=C1)S(=O)(=O)C[C@@H]1CN(C[C@H]1OCC1=CC=C(C=C1)C(F)(F)F)C(=O)OC(C)(C)C tert-butyl trans-3-(phenylsulfonylmethyl)-4-(4-(trifluoromethyl)benzyloxy)pyrrolidine-1-carboxylate